(S)-1-(3-((2-(2-(Benzyloxy)-4,6-dihydroxybenzoyl)-1,2,3,4-tetrahydro-isoquinolin-8-yl)amino)piperidin-1-yl)ethan-1-one C(C1=CC=CC=C1)OC1=C(C(=O)N2CC3=C(C=CC=C3CC2)N[C@@H]2CN(CCC2)C(C)=O)C(=CC(=C1)O)O